(7-Chloro-1H-benzo[d]imidazol-2-yl)(5-isopropyl-7,8-dihydro-1,6-naphthyridin-6(5H)-yl)methanone ClC1=CC=CC2=C1NC(=N2)C(=O)N2C(C=1C=CC=NC1CC2)C(C)C